C(C=C)(=O)OCCC[Si](OC)(OC)OC acryloyloxypropyltrimethoxysilane